6-[5-({[2-fluoro-5-(tri-fluoromethoxy)phenyl]-methyl}carbamoyl)-6-methoxy-2-methylpyridin-3-yl]-N-methyl-1H-indazole-3-carboxamide FC1=C(C=C(C=C1)OC(F)(F)F)CNC(=O)C=1C=C(C(=NC1OC)C)C1=CC=C2C(=NNC2=C1)C(=O)NC